(s)-2-methyl-N-(2,2,2-trifluoroethylidene)propane-2-sulfinamide CC(C)(C)[S@](=O)N=CC(F)(F)F